Cl.COCCN1CC(CC1)N 1-(2-methoxyethyl)pyrrolidine-3-amine hydrochloride